3-cyano-6-(1-methyl-1H-pyrazol-4-yl)pyrazolo[1,5-a]pyridin-4-yl-boronic acid C(#N)C=1C=NN2C1C(=CC(=C2)C=2C=NN(C2)C)B(O)O